CN(C(OC(C)(C)C)=O)C=1C(=NC=C(C1)C(F)(F)F)NC1=NC(=NS1)C=1C=C2C(=CN1)N(C(C2)(C)C)C tert-butyl methyl(5-(trifluoromethyl)-2-((3-(1,2,2-trimethyl-2,3-dihydro-1H-pyrrolo[2,3-c]pyridin-5-yl)-1,2,4-thiadiazol-5-yl)amino)pyridin-3-yl)carbamate